2-chloro-4,6-bis(octylthio)-1,3,5-triazine ClC1=NC(=NC(=N1)SCCCCCCCC)SCCCCCCCC